1-((3,3-difluoro-1-methylcyclobutyl)methyl)-3-(2,2-difluorobicyclo[1.1.1]pentan-1-yl)-4-(trifluoromethyl)-1H-pyrazole-5-carboxylic acid FC1(CC(C1)(C)CN1N=C(C(=C1C(=O)O)C(F)(F)F)C12C(C(C1)C2)(F)F)F